C(#N)C=1C=CC(=NC1C1=C(C=CC=C1OC)F)C(=O)N 5-cyano-6-(2-fluoro-6-methoxyphenyl)picolinamide